6-bromo-1-ethyl-4-methylquinoline BrC=1C=C2C(=CCN(C2=CC1)CC)C